C(C)(C)C1=CC=C(C=C1)N=NC1(C(N2C(SC1)=NC1=C2C=CC=C1)=O)C 3-((4-Isopropylphenyl)diazenyl)-3-methyl-2,3-dihydro-4H-benzo[4,5]imidazo[2,1-b][1,3]thiazin-4-one